3-Ethyl-7-(2-hydroxy-1-(piperazin-1-yl)ethyl)quinolin-2(1H)-one hydrochloride Cl.C(C)C=1C(NC2=CC(=CC=C2C1)C(CO)N1CCNCC1)=O